1-[3-(4-amino-1,2,5-oxadiazol-3-yl)-1,2,3-triazol-4-yl]ethanol NC=1C(=NON1)N1N=NC=C1C(C)O